C(C)N(C1=NC2=CC=CC=C2C(N1NC(CC1=CC(=CC(=C1)F)F)=O)=O)CC N-(2-Diethylamino-4-oxo-4H-quinazolin-3-yl)-2-(3,5-difluoro-phenyl)-acetamide